2-(2,6-dioxo-3-piperidyl)-5-[4-[3-[[1-[6-[5-(1-methylcyclopropoxy)-1H-indazol-3-yl]pyrimidin-4-yl]-4-piperidyl]oxy]cyclobutoxy]-1-piperidyl]isoindoline-1,3-dione O=C1NC(CCC1N1C(C2=CC=C(C=C2C1=O)N1CCC(CC1)OC1CC(C1)OC1CCN(CC1)C1=NC=NC(=C1)C1=NNC2=CC=C(C=C12)OC1(CC1)C)=O)=O